BrC=1C=CC(=C(OCCOCCO)C1)Cl 2-(2-(5-bromo-2-chlorophenoxy)ethoxy)ethanol